(S)-6-(3-(4-(Difluoromethyl)phenyl)-2-methylpropyl)-2-thia-6-azaspiro[3.4]octane 2,2-dioxide FC(C1=CC=C(C=C1)C[C@@H](CN1CC2(CS(C2)(=O)=O)CC1)C)F